tert-butyl 4-[4-[(6-acetyl-8-cyclopentyl-5-methyl-7-oxo-pyrido[2,3-d]pyrimidin-2-yl)amino]-2-methoxy-phenyl]piperazine-1-carboxylate C(C)(=O)C1=C(C2=C(N=C(N=C2)NC2=CC(=C(C=C2)N2CCN(CC2)C(=O)OC(C)(C)C)OC)N(C1=O)C1CCCC1)C